2-{4-[(trimethylsilyl)oxy]phenyl}-1,3-dioxolane-4-carbaldehyde C[Si](OC1=CC=C(C=C1)C1OCC(O1)C=O)(C)C